FCCCN1C[C@H](CC1)OC1=CC=C(C=C1)C1=C(CCOC2=C1C=CC(=C2C)O)C2=CC=C1C=CNC1=C2 5-[4-[(3S)-1-(3-Fluoropropyl)pyrrolidin-3-yl]oxyphenyl]-4-(1H-indol-6-yl)-9-methyl-2,3-dihydro-1-benzoxepin-8-ol